3-amino-2-[(4-nitrophenyl)sulfonylamino]-3-phenyl-butanoate NC(C(C(=O)[O-])NS(=O)(=O)C1=CC=C(C=C1)[N+](=O)[O-])(C)C1=CC=CC=C1